3-(2-chloro-5-(trifluoromethyl)pyrimidin-4-yl)-6-fluoro-1-methyl-1H-indole ClC1=NC=C(C(=N1)C1=CN(C2=CC(=CC=C12)F)C)C(F)(F)F